Cl.COC(CCCC)=O pentanoic acid methyl ester hydrochloride